C(C)(C)(C1=CC=C(C=C1)OC(=O)C1=CC(=CC=C1)N1C(C=CC1=O)=O)C1=CC=C(C=C1)OC(=O)C1=CC(=CC=C1)N1C(C=CC1=O)=O N,N'-[isopropylidenebis[p-phenyleneoxycarbonyl-(m-phenylene)]]bismaleimide